2-{2-[(tert-butyldimethylsilyl)oxy]-1-(3-chlorophenyl)ethoxy}acetamide [Si](C)(C)(C(C)(C)C)OCC(OCC(=O)N)C1=CC(=CC=C1)Cl